(S)-(+)-1-phenylethylamine C1(=CC=CC=C1)[C@H](C)N